C(C)(=O)NC(C=C)=O N-acetylacrylamide